9-isobutylcarbazole C(C(C)C)N1C2=CC=CC=C2C=2C=CC=CC12